(2,6-dibromophenyl)trimethylsilane BrC1=C(C(=CC=C1)Br)[Si](C)(C)C